4-(tert-butyl)-N-(4-(2-naphthyl)-phenyl)aniline C(C)(C)(C)C1=CC=C(NC2=CC=C(C=C2)C2=CC3=CC=CC=C3C=C2)C=C1